CS(=O)(=O)C1=CC=C(C=C1)NC1=NC=C2C=CN=C(C2=C1)C=1C=C2CCN(CC2=CC1)C(=O)OC(C)(C)C tert-Butyl 6-(7-((4-(methylsulfonyl)phenyl)amino)-2,6-naphthyridin-1-yl)-3,4-dihydroisoquinoline-2(1H)-carboxylate